N[C@H]1CN(CCC1)C(=O)C=1C=CC=2N(C1)N=C(C2C)C=2N(C1=C(C=CC=C1C2)C2CCN(CC2)C(C(C)(C)O)=O)CC2CC2 (R)-1-(4-(2-(6-(3-aminopiperidine-1-carbonyl)-3-methylpyrazolo[1,5-a]pyridin-2-yl)-1-(cyclopropylmethyl)-1H-indol-7-yl)piperidin-1-yl)-2-hydroxy-2-methylpropan-1-one